hexamethyl-bis(diethylaminoxy)cyclotetrasiloxane C[Si]1(O[Si](O[Si](O[Si](O1)(ON(CC)CC)ON(CC)CC)(C)C)(C)C)C